The molecule is an acyl-CoA oxoanion resulting from the removal of all four protons from the phosphate groups of 9alpha-hydroxy-3-oxo-23,24-bisnorchola-1,4-dienoyl-CoA; major species at pH 7.3. It is a conjugate base of a 9alpha-hydroxy-3-oxo-23,24-bisnorchola-1,4-dien-22-oyl-CoA. C[C@@H]([C@H]1CC[C@@H]2[C@@]1(CC[C@]3([C@H]2CCC4=CC(=O)C=C[C@@]43C)O)C)C(=O)SCCNC(=O)CCNC(=O)[C@@H](C(C)(C)COP(=O)([O-])OP(=O)([O-])OC[C@@H]5[C@H]([C@H]([C@@H](O5)N6C=NC7=C(N=CN=C76)N)O)OP(=O)([O-])[O-])O